1-(4-bromophenyl)-3-(4-(tert-butyl)phenyl)-4-nitrobutan-1-one BrC1=CC=C(C=C1)C(CC(C[N+](=O)[O-])C1=CC=C(C=C1)C(C)(C)C)=O